7-benzylamino-5-[4-(tert-butoxycarbonylamino)-2-methyl-1-indolyl]-3a,4,6-triazaindene C(C1=CC=CC=C1)NC1=NC(=NN2C=CC=C12)N1C(=CC2=C(C=CC=C12)NC(=O)OC(C)(C)C)C